COC=1C=C(C=CC1)N1NC(C=2C=NC(=CC21)NC=2C=C(C#N)C=CN2)=O 2-((1-(3-methoxyphenyl)-3-oxo-2,3-dihydro-1H-pyrazolo[4,3-c]pyridin-6-yl)amino)isonicotinonitrile